(3R,5R)-1-{2-[1-(cyclopropylmethyl)-1H-pyrrolo[2,3-b]pyridin-2-yl]-1-[(1,3-dimethyl-1H-pyrazol-5-yl)methyl]-7-methoxy-1H-1,3-benzodiazole-5-carbonyl}-5-fluoropiperidin-3-amine C1(CC1)CN1C(=CC=2C1=NC=CC2)C2=NC1=C(N2CC2=CC(=NN2C)C)C(=CC(=C1)C(=O)N1C[C@@H](C[C@H](C1)F)N)OC